isotridecyl 3,5-di-tert-butyl-4-hydroxyphenylpropionate C(C)(C)(C)C=1C=C(C=C(C1O)C(C)(C)C)C(C(=O)OCCCCCCCCCCC(C)C)C